Cl.Cl.N1=C(N=CC=C1)C1(CC1)NC(=O)[C@@H]1CN(CC[C@H]1N)CC1CC1 |r| rac-(3R*,4R*)-4-Amino-1-cyclopropylmethyl-piperidine-3-carboxylic Acid (1-pyrimidin-2-yl-cyclopropyl)-amide, Dihydrochloride